1-ethyl-5-(3-isopropyl-5-(1-propylpiperidin-4-yl)-1H-indol-2-yl)-3-(pyrimidin-5-yl)pyridin-2(1H)-one C(C)N1C(C(=CC(=C1)C=1NC2=CC=C(C=C2C1C(C)C)C1CCN(CC1)CCC)C=1C=NC=NC1)=O